N-(2-{8-Methyl-1H,2H,3H-pyrido[2,3-b][1,4]oxazin-7-yl}-[1,3]thiazolo[5,4-c]pyridin-6-yl)-6-[(1S,4S)-5-methyl-2,5-diazabicyclo[2.2.1]heptan-2-yl]pyridin-2-amine CC1=C(C=NC=2OCCNC21)C=2SC=1C=NC(=CC1N2)NC2=NC(=CC=C2)N2[C@@H]1CN([C@H](C2)C1)C